CN1CCN(CC1)C1=CC=C(C=C1)NC1=CC(=NN1)C=1SC=CC1 N-(4-(4-methylpiperazin-1-yl)phenyl)-3-(thiophen-2-yl)-1H-pyrazol-5-amine